[6-(5-cyclopropyl-4H-1,2,4-triazol-3-yl)-2-azaspiro[3.3]heptan-2-yl]-[3-[4-(4-methylimidazol-1-yl)phenyl]azetidin-1-yl]methanone C1(CC1)C=1NC(=NN1)C1CC2(CN(C2)C(=O)N2CC(C2)C2=CC=C(C=C2)N2C=NC(=C2)C)C1